NC=1N=NC(=CC1N1C[C@H](CCC1)C1=CC(=C(C(=O)OC)C=C1)Cl)Cl |r| rac-Methyl 4-(1-(3-amino-6-chloropyridazin-4-yl)piperidin-3-yl)-2-chlorobenzoate